O.S(=O)(=O)(O)O Sulfate Monohydrate